2,4,5,6-tetrakis(3,6-dimethyl-9H-carbazol-9-yl)isophthalonitrile CC=1C=CC=2N(C3=CC=C(C=C3C2C1)C)C1=C(C#N)C(=C(C(=C1C#N)N1C2=CC=C(C=C2C=2C=C(C=CC12)C)C)N1C2=CC=C(C=C2C=2C=C(C=CC12)C)C)N1C2=CC=C(C=C2C=2C=C(C=CC12)C)C